N[C@H]1C(CN(CC1)C1=NC=CC(=N1)NC=1N=CC2=C(C=CC(=C2C1)C(C)C)N1[C@@H]([C@H](C1)CS(=O)(=O)C)C)(F)F N-{2-[(4R)-4-amino-3,3-difluoro-piperidin-1-yl]pyrimidin-4-yl}-8-[(2R,3S)-3-(methanesulfonyl-methyl)-2-methylazetidin-1-yl]-5-(propan-2-yl)isoquinolin-3-amine